C(C)N1C(=CCCC1)CC 1,2-diethyl-1,4,5,6-tetrahydropyridine